N-(2,5-di(piperidin-1-yl)oxazolo[4,5-b]pyridin-6-yl)-2-(2-methylpyridin-3-yl)oxazole-4-carboxamide N1(CCCCC1)C=1OC=2C(=NC(=C(C2)NC(=O)C=2N=C(OC2)C=2C(=NC=CC2)C)N2CCCCC2)N1